(2S,6S)-1-benzyl-N-[2-bromo-4-(trifluoromethyl)phenyl]-2-methyl-6-(1-methyltriazol-4-yl)piperidine-4-carboxamide C(C1=CC=CC=C1)N1[C@H](CC(C[C@H]1C=1N=NN(C1)C)C(=O)NC1=C(C=C(C=C1)C(F)(F)F)Br)C